C(C=C)O[SiH](C1=C(C=C(C=C1C)C)C)C1=C(C=C(C=C1C)C)C allyloxy-bis(2,4,6-trimethylphenyl)silane